C(C)C12N(C=3C(=NN=C(C3)C3=C(C(=CC=C3)F)O)NC1=O)CCN(C2)C(=O)N2C(CN(CC2)C(=O)OC(C)(C)C)(C)C tert-butyl 4-(6a-ethyl-2-(3-fluoro-2-hydroxyphenyl)-6-oxo-6,6a,7,8,9,10-hexahydro-5H-pyrazino[1',2':4,5]pyrazino[2,3-c]pyridazine-8-carbonyl)-3,3-dimethylpiperazine-1-carboxylate